FC(OC[C@H]1O[C@H](CN(C1)C=1C=2N(C=C(C1)S(=O)(=O)NC1(CC1)C)C(=CN2)C=2SC(=NN2)C(F)F)C)F |o1:4,6| rel-8-((2S,6S)-2-((difluoromethoxy)methyl)-6-methylmorpholino)-3-(5-(difluoromethyl)-1,3,4-thiadiazol-2-yl)-N-(1-methylcyclopropyl)imidazo[1,2-a]pyridine-6-sulfonamide